2-(tetrahydrofuran-2-yl)benzothiazole methyl-2-[7-[3-methyl-4-[(2R,3R,4S,5S,6S)-3,4,5-trihydroxy-6-(hydroxymethyl)tetrahydropyran-2-yl]oxy-phenyl]-1-oxo-2-isoquinolyl]acetate COC(CN1C(C2=CC(=CC=C2C=C1)C1=CC(=C(C=C1)O[C@H]1O[C@H]([C@H]([C@@H]([C@H]1O)O)O)CO)C)=O)=O.O1C(CCC1)C=1SC2=C(N1)C=CC=C2